NC(CO)CC1=CC=CC=C1 2-amino-3-phenylpropan-1-ol